tert-butyl 3-(((6-(2-azaspiro[5.5]undecan-2-yl)-2-(trifluoromethyl)pyrimidin-4-yl)(methyl)amino)methyl)-4,4-difluoropiperidine-1-carboxylate C1N(CCCC12CCCCC2)C2=CC(=NC(=N2)C(F)(F)F)N(C)CC2CN(CCC2(F)F)C(=O)OC(C)(C)C